C1=CC=C2C(=C1)C=CC=C2N The molecule is a naphthylamine that is naphthalene substituted by an amino group at position 1. It has a role as a human xenobiotic metabolite.